ClC1=CC2=C(OCCC(C2)C(=O)NC2=NC(=NS2)CN2CCCC2)C=C1 7-chloro-N-(3-(pyrrolidin-1-ylmethyl)-1,2,4-thiadiazol-5-yl)benzo[b]oxepane-4-carboxamide